4-(5-aminopyrimidin-2-yl)-3-(5-cyclopropyl-2-methylpyrazol-3-yl)oxybenzonitrile NC=1C=NC(=NC1)C1=C(C=C(C#N)C=C1)OC=1N(N=C(C1)C1CC1)C